2-(4-(4-(butyl(2-hydroxyethyl)amino)phenyl)-3-cyano-5,5-dimethylfuran-2(5H)-ylidene)malononitrile C(CCC)N(C1=CC=C(C=C1)C1=C(C(OC1(C)C)=C(C#N)C#N)C#N)CCO